C(C)(=O)NC=1C=C(C(=O)N2C[C@@H](N(CC2)C(=O)C2=CC(=C(O[C@@H]3CN(CC3)C(=O)OC(C)(C)C)C=C2)C2CCCCC2)CC)C=C(C1)F tert-Butyl (S)-3-(4-((S)-4-(3-acetamido-5-fluorobenzoyl)-2-ethylpiperazine-1-carbonyl)-2-cyclohexylphenoxy)pyrrolidine-1-carboxylate